CS(=O)(=O)O[C@H]1CN(CC1)C(=O)OC(C)(C)C tert-butyl (R)-3-((methylsulfonyl) oxy)pyrrolidine-1-carboxylate